C(C)(C)OC1=C(C(=CC=C1)C)CO (2-isopropoxy-6-methylphenyl)methanol